Cl.C[C@H]1NCC[C@H](C1)C(=O)OC methyl (2R,4R)-2-methylpiperidine-4-carboxylate-hydrochloride